C(C1=CC=CC=C1)OC1=C(C=C(C(=C1)F)Br)C1CC1 1-(benzyloxy)-4-bromo-2-cyclopropyl-5-fluorobenzene